1-(3-(4-(4-fluoro-2-(trifluoromethyl)phenyl)piperidine-1-carbonyl)-4,5-dihydro-1H-pyrazolo[3,4-c]pyridin-6(7H)-yl)ethanone FC1=CC(=C(C=C1)C1CCN(CC1)C(=O)C1=NNC=2CN(CCC21)C(C)=O)C(F)(F)F